C1=CC=C(C=C1)CCNCC2=CC=CC=C2 N-benzyl-2-phenethylamine